BrC=1C(=C2C(=NC1)NC(=N2)C2=CC=C(C=C2)N2CCN(CC2)CC2=NC=CN=C2)NC2CCN(CC2)C 6-Bromo-N-(1-methylpiperidin-4-yl)-2-{4-[4-(pyrazin-2-ylmethyl)piperazin-1-yl]phenyl}-3H-imidazo[4,5-b]pyridin-7-amine